Valinamide N[C@@H](C(C)C)C(=O)N